(3-chloropropyl)pyrrolidine-2-carboxylic acid methyl ester COC(=O)C1N(CCC1)CCCCl